(3S,5R)-4-methoxy-3,4,5-trimethylpiperidine HCl salt Cl.COC1([C@H](CNC[C@H]1C)C)C